nitronium, hydrochloride Cl.O=[N+]=O